(S)-2-((6-(2-(5-oxa-2,8-diazaspiro[3.5]nonan-8-yl)ethyl)-7-fluoro-1-methyl-2-oxo-1,2,3,4,5,6-hexahydrobenzo[b][1,4]diazocin-3-yl)amino)-6-methyl-4-(trifluoromethyl)nicotinonitrile C1NCC12OCCN(C2)CCN2C1=C(N(C([C@H](CC2)NC2=C(C#N)C(=CC(=N2)C)C(F)(F)F)=O)C)C=CC=C1F